C(C)(C)(C)OC(=O)N1[C@H](CC2(CC(C2)(F)F)CC1)C=1C=NC(=CC1)C(=O)OC |r| (RS)-2,2-difluoro-6-(6-(methoxycarbonyl)pyridin-3-yl)-7-azaspiro[3.5]nonane-7-carboxylic acid tert-butyl ester